N[C@H]1CS(C2=C(N(C1=O)CC1=CC=C(C=C1)Cl)C=C(C(=C2)F)N2N=NC(=C2)C(C)(C)C)(=O)=O (3R)-3-amino-7-(4-tert-butyltriazol-1-yl)-5-[(4-chlorophenyl)methyl]-8-fluoro-1,1-dioxo-2,3-dihydro-1λ6,5-benzothiazepin-4-one